N-methyl-N-[3-({[2-({3-[(3-oxopiperazin-1-yl)carbonyl]phenyl}amino)-5-(trifluoromethyl)pyrimidin-4-yl]amino}methyl)pyridin-2-yl]methanesulfonamide CN(S(=O)(=O)C)C1=NC=CC=C1CNC1=NC(=NC=C1C(F)(F)F)NC1=CC(=CC=C1)C(=O)N1CC(NCC1)=O